NCCN1C(=NCC1)CCCCCCCCCCCCCC 1-(2-aminoethyl)2-myristyl-imidazoline